ClCC=1C=C2C(C(NC(C2=CC1)=O)O)(F)F 6-(chloromethyl)-4,4-difluoro-3-hydroxy-3,4-dihydroisoquinolin-1(2H)-one